C[Si]([Si](C1C=CC2=CC=3CCCC3C=C12)(C)C)(C1C=C(C=C1)CCC)C 1,1,2,2-tetramethyl-1-(3-propylcyclopent-2,4-dien-1-yl)-2-(1,5,6,7-tetrahydro-s-indacen-1-yl)disilane